2-(Benzo[d]oxazole-6-carbonyl)-2,7-diazaspiro[4.5]decane-6,8-dione O1C=NC2=C1C=C(C=C2)C(=O)N2CC1(CC2)C(NC(CC1)=O)=O